benzo[d][1,2,3]thiadiazole-4-carbonyl chloride S1N=NC=2C1=CC=CC2C(=O)Cl